Cl.NC\C=C(\CN1N=NC2=C1C=C(C=C2C2=CC(=C(C=C2)OC)S(NC2CC2)(=O)=O)C(=O)NC)/F (Z)-1-(4-amino-2-fluorobut-2-en-1-yl)-4-(3-(N-cyclopropylsulfamoyl)-4-methoxyphenyl)-N-methyl-1H-benzo[d][1,2,3]triazol-6-carboxamide Hydrochloride